OC1=CC(=CC2=CC(=CC(=C12)O)S(=O)(=O)[O-])S(=O)(=O)[O-].[Na+].[Na+] sodium 1,8-dihydroxynaphthalene-3,6-disulfonate